6,8-dibromo-benzo[4,5]imidazo[1,2-a]pyridine BrC1=CC(=CC2=C1N=C1N2C=CC=C1)Br